Cl.Cl.Cl.Cl.C=1(C(=CC(=C(C1)N)N)N)N 1,2,4,5-benzenetetramine tetrahydrochloride